3-(4-(methylsulfonyl)phenyl)quinoline CS(=O)(=O)C1=CC=C(C=C1)C=1C=NC2=CC=CC=C2C1